2-(4-(((4-(2-Bromophenyl)-5-oxo-4,5-dihydro-1H-1,2,4-triazol-1-yl)methyl)thio)-2-methylphenoxy)acetic acid BrC1=C(C=CC=C1)N1C=NN(C1=O)CSC1=CC(=C(OCC(=O)O)C=C1)C